C(C)OCC1=C(N=C(O1)N1CCCC1)C(=O)NC1=CC(=C(C=C1)N1CCCCC1)F 5-(ethoxymethyl)-N-[3-fluoro-4-(piperidin-1-yl)phenyl]-2-(pyrrolidin-1-yl)oxazole-4-carboxamide